(5aS,8aR)-7-Benzyl-6,7,8,8a-tetrahydro-4H-pyrrolo[3,4-d]thieno[3,4-b]pyridin-5(5aH)-one C(C1=CC=CC=C1)N1C[C@H]2C=3C(NC([C@@H]2C1)=O)=CSC3